ClC(C1=NC(=NO1)C=1C=CC(=NC1)CP(NC1=CC=C(C=C1)Cl)(=O)C)(F)F P-((5-(5-(chlorodifluoromethyl)-1,2,4-oxadiazol-3-yl)pyridin-2-yl)methyl)-N-(4-chlorophenyl)-P-methylphosphinic amide